CC1=NC=C(C=N1)NC(O[C@H](C)[C@H](C)OC1=CC2=C(N=C(S2)C2=C3N=CC(=NC3=CC(=C2)C)NC)C=C1F)=O (2R,3S)-3-((5-fluoro-2-(7-methyl-2-(methylamino)quinoxalin-5-yl)benzo[d]thiazol-6-yl)oxy)butan-2-yl (2-methylpyrimidin-5-yl)carbamate